C1C=2N(CCN1)CCC2 hexahydro-pyrrolo[1,2-a]pyrazin